COC(=O)N1CCN(CC1)C1=NC(=NO1)C1=CC(=C(C(=C1)NC(=O)C1=CN=C2N1C=CC=C2)C)F 4-(3-(3-fluoro-5-(imidazo[1,2-a]pyridine-3-carboxamido)-4-methylphenyl)-1,2,4-oxadiazol-5-yl)piperazine-1-carboxylic acid methyl ester